BrC1=C(C(=CC=C1)Br)B(Cl)Cl 2,6-dibromophenyl-boron dichloride